(S)-N-(1-(2-chloro-6-methylphenyl)-1,4,5,7-tetrahydropyrano[3,4-c]pyrazol-4-yl)-4-ethyl-5-methyl-1H-pyrazole-3-carboxamide ClC1=C(C(=CC=C1)C)N1N=CC2=C1COC[C@H]2NC(=O)C2=NNC(=C2CC)C